(2S,4r)-1-[(2S)-3,3-dimethyl-2-[4-[5-(trifluoromethoxy)-2-pyridinyl]triazol-1-yl]butanoyl]-4-hydroxy-N-methyl-pyrrolidine-2-carboxamide CC([C@@H](C(=O)N1[C@@H](C[C@H](C1)O)C(=O)NC)N1N=NC(=C1)C1=NC=C(C=C1)OC(F)(F)F)(C)C